NC1=NC(=C2N=CN(C2=N1)[C@H]1[C@]([C@@H]([C@H](O1)COP(=O)(OC1=CC=CC=C1)N[C@@H](C)C(=O)OC(C)C)O)(C)F)N(C)CC isopropyl ((((R,S)-(2R,3R,4R,5R)-5-(2-amino-6-(N-methyl-ethylamino)-9H-purin-9-yl)-4-fluoro-3-hydroxy-4-methyltetrahydrofuran-2-yl)methoxy)-phenoxy-phosphoryl)-L-alaninate